6-methoxy-N,1-dimethyl-5-(3-(pyrrolidin-1-yl)propoxy)-1H-benzo[d]imidazol-2-amine COC=1C(=CC2=C(N(C(=N2)NC)C)C1)OCCCN1CCCC1